NC1=CC(=C2CN(C(C2=C1)=O)CC(C(=O)N)=C)C=1C=C2C(=NN(C2=CC1)CC(F)(F)F)C 2-({6-amino-4-[3-methyl-1-(2,2,2-trifluoroethyl)-1H-indazol-5-yl]-1-oxo-2,3-dihydro-1H-isoindol-2-yl}methyl)prop-2-enamide